methyl N-[5-[5-[(6-methoxy-3-pyridyl)-methyl-carbamoyl]pyrazolo[1,5-a]pyridin-3-yl]-2-pyridyl]carbamate COC1=CC=C(C=N1)N(C(=O)C1=CC=2N(C=C1)N=CC2C=2C=CC(=NC2)NC(OC)=O)C